C(C)(C)[Sn]12OC(CN(CC(O1)C)CC(O2)C)C 1-iso-propyl-3,7,10-trimethyl-2,8,9-trioxa-5-aza-1-stannabicyclo[3.3.3]undecane